C(C1=CC=CC=C1)OCC[C@H]1CC(C(N1)=O)(CC)CC (R)-5-(2-(benzyloxy)ethyl)-3,3-diethylpyrrolidin-2-one